4-((3s,4s)-3,4-bis(1-hydroxy-4-(trifluoromethyl)-1,3-dihydrobenzo[c][1,2]oxaborole-6-carboxamido)pyrrolidin-1-yl)-4-oxobutanoic acid OB1OCC2=C1C=C(C=C2C(F)(F)F)C(=O)N[C@H]2CN(C[C@@H]2NC(=O)C=2C=C(C1=C(B(OC1)O)C2)C(F)(F)F)C(CCC(=O)O)=O